6-(4-[[(3s,5s)-5-[[(2S)-1-[6-oxo-5-(trifluoromethyl)-1,6-dihydropyridazin-4-yl]pyrrolidin-2-yl]methoxy]piperidin-3-yl]carbonyl]piperazin-1-yl)pyridine-3-carbonitrile O=C1C(=C(C=NN1)N1[C@@H](CCC1)CO[C@H]1C[C@@H](CNC1)C(=O)N1CCN(CC1)C1=CC=C(C=N1)C#N)C(F)(F)F